BrC1=C(C=C(C=C1)B1OC(C)(C)C(C)(C)O1)C 4-bromo-3-methylphenylboronic acid pinacol ester